anetholylthio(anetholdithione) C1(=C(C=C(C=CC)C=C1)SC1=C(C=CC(=C1)C=CC=S)OC=S)OC